C(C)(C)(C)OC(NCCCCOCCOC1=CC(=CC=2N(N=NC21)C2OCCCC2)C2=CN=NC=C2)=O tert-butyl(4-(2-((6-(pyridazin-4-yl)-1-(tetrahydro-2H-pyran-2-yl)-1H-benzo[d][1,2,3]triazol-4-yl)oxy)ethoxy)butyl)carbamate